C(C1=CC=CC=C1)N1C=C2N(C(NC(=C2C=C1)N1CCC2(CN(C2)C(=O)OC(C)(C)C)CC1)=O)C1=C(C=CC=C1)C(C)C 7-benzyl-4-(2-(tert-butoxycarbonyl)-2,7-diazaspiro[3.5]nonan-7-yl)-1-(2-isopropylphenyl)-2-oxo-1,2-dihydropyrido[3,4-d]pyrimidine